CC1=NC=CC=C1N 2-methylpyridin-3-amine